[Si](C)(C)(C(C)(C)C)OC(CNC(OC(C)(C)C)=O)CO[Si](C)(C)C(C)(C)C tert-butyl (2,3-bis((tert-butyldimethylsilyl)oxy)propyl)carbamate